N(C(=N)N)CC(=O)[O-].[K+] Kalium Guanidinoacetat